C(CCCCCCCCCCC)NCCCCCCCCCCCC Dodecyl-(lauryl)amine